O1C(CCCC1)OC(CCCCCCCCCCCCCCCCC)O (oxan-2-yloxy)octadecanol